2-(4-(cyclopropyl(3,4-dimethoxybenzyl)amino)-2-azabicyclo[4.1.0]heptan-2-yl)-2-oxoethyl acetate C(C)(=O)OCC(=O)N1C2CC2CC(C1)N(CC1=CC(=C(C=C1)OC)OC)C1CC1